CS(=O)(=O)C(C)C1=C(C(=CC=C1)C(CC)CC)O 2-(1-(methylsulfonyl)ethyl)-6-(pent-3-yl)phenol